C(=O)O.C(C)OCCN1N=C(C(=C1)NC(=O)C=1OC(=CC1)C=1C(=NNC1)C(F)(F)F)C1=NC=CC=C1 N-(1-(2-ethoxyethyl)-3-(pyridin-2-yl)-1H-pyrazol-4-yl)-5-(3-(trifluoromethyl)-1H-pyrazol-4-yl)furan-2-carboxamide formate